Cl.C(C)OC([C@H](NCC1=C(C=C(C(=C1)F)OCC=1C(=C(C=CC1)C1=CC=CC=C1)Cl)OCC1=CC=2C(=NON2)C=C1)CO)=O (2-(benzo[c][1,2,5]oxadiazol-5-ylmethoxy)-4-((2-chloro-[1,1'-biphenyl]-3-yl)methoxy)-5-fluorobenzyl)-D-serine ethyl ester hydrochloride